ethyl 2-((tert-butoxycarbonyl) amino)-6-methylisonicotinate C(C)(C)(C)OC(=O)NC=1C=C(C(=O)OCC)C=C(N1)C